C(C)(C)(C)OC(=O)N1[C@@H](CN(C[C@@H]1C)C=1C2=CN(N=C2C(=C(C1)F)C(=O)O)CC)C 4-[(3R,5S)-4-(tert-butoxycarbonyl)-3,5-dimethylpiperazin-1-yl]-2-ethyl-6-fluoroindazole-7-carboxylic acid